hydroquinone bis(2,6-dimethylphenyl)phosphate Propan-2-yl-2-{[6-(azetidin-1-yl)-4-fluoro-1-benzofuran-2-carbonyl]sulfamoyl}benzoate CC(C)OC(C1=C(C=CC=C1)S(NC(=O)C=1OC2=C(C1)C(=CC(=C2)N2CCC2)F)(=O)=O)=O.CC2=C(C(=CC=C2)C)OP(=O)(OC2=C(C=CC=C2C)C)O.C2(O)=CC=C(O)C=C2